isocyanato-[(isocyanatocyclohexyl)methyl]cyclohexane N(=C=O)C1(CCCCC1)CC1(CCCCC1)N=C=O